C(#N)C=1C=C(C(=O)OC)C=CC1 methyl 3-cyanobenzoate